S1C2=C(C=C1)C=CC=C2CN2C=CC1=C(C=C(C=C21)C2=CN(C1=C(N=CC=C12)O)C)NS(=O)(=O)CC N-(1-(benzo[b]thiophen-7-ylmethyl)-6-(7-hydroxy-1-methyl-1H-pyrrolo[2,3-c]pyridin-3-yl)-1H-indol-4-yl)ethanesulfonamide